isohexadecyl phosphate potassium salt [K+].P(=O)(OCCCCCCCCCCCCCC(C)C)([O-])[O-].[K+]